NC1CCC(CC1)CN1CCN(CC1)C1=C(C=C(C=C1)C1C(NC(CC1)=O)=O)C 3-[4-[4-[(4-Aminocyclohexyl)methyl]piperazin-1-yl]-3-methyl-phenyl]piperidine-2,6-dione